N-(3-methoxyphenyl)-D-alaninamide hydrochloride Cl.COC=1C=C(C=CC1)NC([C@H](N)C)=O